(4S)-2-(2,5-dihydro-1H-pyrrol-3-yl)-7-(3,5-dimethylisoxazol-4-yl)-4-pyridin-2-yl-4,5-dihydroimidazo[1,5,4-de][1,4]benzoxazine N1CC(=CC1)C1=NC2=CC=C(C3=C2N1[C@H](CO3)C3=NC=CC=C3)C=3C(=NOC3C)C